BrC1=C(SC(=C1)F)C=O 3-bromo-5-fluorothiophene-2-carbaldehyde